7,9-bis(4-hydroxyphenyl)fluorene tert-butyl-N-[2-[5-[1-benzyloxy-1-(trifluoromethyl)pent-4-enyl]-1,3,4-oxadiazol-2-yl]-6-(1-methylpent-4-enyl)-5-(trifluoromethyl)-3-pyridyl]carbamate C(C)(C)(C)OC(NC=1C(=NC(=C(C1)C(F)(F)F)C(CCC=C)C)C=1OC(=NN1)C(CCC=C)(C(F)(F)F)OCC1=CC=CC=C1)=O.OC1=CC=C(C=C1)C1=CC=C2C=3C=CC=CC3C(C2=C1)C1=CC=C(C=C1)O